C(C1CCCO1)C(C(=O)O)CCCCCC\C=C/CCCCCCCC.C(CCCCCCC\C=C/CCCCCCCC)(=O)OCC1CCCO1 Tetrahydrofurfuryl oleate (Tetrahydrofurfuryl oleate)